ClC1=C(C(=C(C#N)C(=C1)OC1CC1)C1=CC=NN1C1OCCCC1)F 4-chloro-6-cyclopropoxy-3-fluoro-2-(1-(tetrahydro-2H-pyran-2-yl)-1H-pyrazol-5-yl)benzonitrile